((1,2,4-oxadiazol-3-yl)methyl)(methyl)((2-methyl-7-(5-(trifluoromethyl)-1,2,4-oxadiazol-3-yl)imidazo[1,2-a]pyridin-3-yl)imino)-λ6-sulfanone O1N=C(N=C1)CS(=O)(=NC1=C(N=C2N1C=CC(=C2)C2=NOC(=N2)C(F)(F)F)C)C